alanyl-valyl-phenylalanyl-prolyl-seryl-isoleucine N[C@@H](C)C(=O)N[C@@H](C(C)C)C(=O)N[C@@H](CC1=CC=CC=C1)C(=O)N1[C@@H](CCC1)C(=O)N[C@@H](CO)C(=O)N[C@@H]([C@@H](C)CC)C(=O)O